N-(4-Cyanobenzyl)-1-methyl-7-oxo-6-((1-sulfamoylcyclopropyl)methyl)-4,5,6,7-tetrahydro-1H-pyrazolo[3,4-c]pyridine-3-carboxamide C(#N)C1=CC=C(CNC(=O)C2=NN(C=3C(N(CCC32)CC3(CC3)S(N)(=O)=O)=O)C)C=C1